ethyl 2-(2-((S)-1-((2S,4R)-1-((S)-2-(1-fluorocyclopropanecarboxamido)-3,3-dimethylbutanoyl)-4-hydroxypyrrolidine-2-carboxamido)ethyl)-5-(4-methylthiazol-5-yl)phenoxy)acetate FC1(CC1)C(=O)N[C@H](C(=O)N1[C@@H](C[C@H](C1)O)C(=O)N[C@@H](C)C1=C(OCC(=O)OCC)C=C(C=C1)C1=C(N=CS1)C)C(C)(C)C